OC(CN1C(=NC2=C(C=C(C=C2C1=O)C)C(C)NC1=C(C(=O)O)C=CC=C1)N1CCOCC1)(C)C 2-[1-[3-(2-hydroxy-2-methyl-propyl)-6-methyl-2-morpholino-4-oxo-quinazolin-8-yl]ethylamino]benzoic acid